3-(5-(4-(2-(1-((R)-3-(4-amino-3-(4-phenoxyphenyl)-1H-pyrazolo[3,4-d]pyrimidin-1-yl)piperidine-1-carbonyl)piperidin-4-yl)ethyl)piperidin-1-yl)-1-oxoisoindolin-2-yl)piperidine-2,6-dione NC1=C2C(=NC=N1)N(N=C2C2=CC=C(C=C2)OC2=CC=CC=C2)[C@H]2CN(CCC2)C(=O)N2CCC(CC2)CCC2CCN(CC2)C=2C=C1CN(C(C1=CC2)=O)C2C(NC(CC2)=O)=O